2-((2-(methylamino)ethyl)sulfonyl)ethyl cinnamate C(C=CC1=CC=CC=C1)(=O)OCCS(=O)(=O)CCNC